C1C(CC2=CC=CC=C12)NC1=NC=C(C(=N1)C(F)(F)F)C(=O)NNC(CC)=O 3-(2-(2-((2,3-dihydro-1H-inden-2-yl)amino)-4-(trifluoromethyl)pyrimidine-5-carbonyl)hydrazino)-3-oxopropan